NC=1C(NC2=C3C=CN=CC3=C(C=C2C1C1=C2C=NNC2=C(C=C1)F)C1CC1)=O 3-amino-6-cyclopropyl-4-(7-fluoro-1H-indazol-4-yl)-1H-1,8-phenanthrolin-2-one